N-(6-methyl-5-(7-(methylamino)-1,6-naphthyridin-3-yl)pyridin-3-yl)-4-(2,2,2-trifluoro-1-hydroxyethyl)picolinamide CC1=C(C=C(C=N1)NC(C1=NC=CC(=C1)C(C(F)(F)F)O)=O)C=1C=NC2=CC(=NC=C2C1)NC